N-(5-(tert-Butyl)-4-ethyl-2-hydroxyphenyl)acetamide C(C)(C)(C)C=1C(=CC(=C(C1)NC(C)=O)O)CC